((2S,5R)-1,5-dimethyl-3-(2-methyl-1H-indol-7-yl)-1,2,5,6-tetrahydropyridin-2-yl)methanol CN1[C@@H](C(=C[C@H](C1)C)C=1C=CC=C2C=C(NC12)C)CO